BrC=1C=CC(NC1)=O 5-bromo-1H-pyridin-2-one